N1(CCC1)C1=C(C=CC=C1)C1CCN(CC1)C1=NC(=NC2=CC=C(C=C12)N(C)CCOC)C1(CC1)C [4-[4-(2-azetidin-1-yl-phenyl)-piperidin-1-yl]-2-(1-methyl-cyclopropyl)-quinazolin-6-yl]-(2-methoxy-ethyl)-methyl-amine